2-(2-chlorophenyl)azepane ClC1=C(C=CC=C1)C1NCCCCC1